NC([C@H]([C@@H](C)O)NC(=O)C1=C(OC2=C1C=C(C=C2)OCC2=C(N=CS2)C)C)=O N-((2S,3R)-1-amino-3-hydroxy-1-oxobutan-2-yl)-2-methyl-5-((4-methylthiazol-5-yl)methoxy)benzofuran-3-carboxamide